3,3-didodecylquaterthiophene C(CCCCCCCCCCC)C1(C(SC=C1)C=1SC=CC1C=1SC=CC1C=1SC=CC1)CCCCCCCCCCCC